COC(C(=O)N(C(C)C)CC=1C=CC2=C(N=CS2)C1)=O 2-((Benzo[d]thiazol-5-ylmethyl)(isopropyl)amino)-2-oxoacetic acid methyl ester